FC=1C(=NN(C1NC(C1=C(C=CC=C1)NC1=CC(=CC=C1)Cl)=O)C)C(F)(F)F N-(4-fluoro-1-methyl-3-(trifluoromethyl)-1H-pyrazol-5-yl)-2-((3-chlorophenyl)amino)benzamide